FC(C(C(F)(F)F)OC(=O)N1CCC2(C[C@H]2C(NC=2C=NC(=CC2)P(=O)(C)C)=O)CC1)(F)F.IC1=C(C(=O)C2=CNC3=CC=CC=C23)C=C(C=C1)[N+](=O)[O-] 3-(2-iodo-5-nitrobenzoyl)indole 1,1,1,3,3,3-Hexafluoropropan-2-yl-(R)-1-((6-(dimethylphosphoryl)pyridin-3-yl)carbamoyl)-6-azaspiro[2.5]octan-6-carboxylat